sodium chloroprostanoate ClC(C(=O)[O-])CCCCC[C@H]1CCC[C@@H]1CCCCCCCC.[Na+]